ClC=1C=C2C3=C(NC2=C(C1)C=1C(=NC(=CC1)Cl)OC)C(=NC=C3)C 6-Chloro-8-(6-chloro-2-methoxy-pyridin-3-yl)-1-methyl-9H-pyrido[3,4-b]indole